C(#N)C1=CC=C(C=C1)C=1C(=NC(=C(C(=O)NC=2C=C(C=CC2)[S@](=O)(C)=NC(OC(C)(C)C)=O)C1C)N1CCC(CCC1)(F)F)C(F)(F)F tert-butyl (R)-((3-(5-(4-cyanophenyl)-2-(4,4-difluoroazepan-1-yl)-4-methyl-6-(trifluoromethyl)nicotinamido)phenyl)(methyl)(oxo)-λ6-sulfaneylidene)carbamate